OC1=C(C=CC=C1)C1(CC=C(C=C1)C=CC=O)F 4-(hydroxyphenyl)-3-(4-fluorophenyl)-2-propen-1-one